7H-imidazo[4,5-c]pyridazine hydrochloride Cl.N1=NC=CC2=C1NC=N2